5-chloro-2-((2-ethyl-4-fluorophenyl)amino)-4-fluoro-N-(6-methoxy-2-methylpyridin-3-yl)benzamide ClC=1C(=CC(=C(C(=O)NC=2C(=NC(=CC2)OC)C)C1)NC1=C(C=C(C=C1)F)CC)F